1-(2-(2-Ethylphenyl)-1-phenylethyl)piperazine C(C)C1=C(C=CC=C1)CC(C1=CC=CC=C1)N1CCNCC1